C1(CC1)C=1C2=C(C(N(C1)C1=CC(=CC=C1)C1(CC3(CC3)C1)C1=NN=CN1C)=O)N(C(=C2)CN2C[C@H](CCC2)C)S(=O)(=O)C2=CC=C(C=C2)C 4-Cyclopropyl-2-[[(3S)-3-methyl-1-piperidinyl]methyl]-6-[3-[5-(4-methyl-1,2,4-triazol-3-yl)spiro[2.3]hexan-5-yl]phenyl]-1-(p-tolylsulfonyl)pyrrolo[2,3-c]pyridin-7-one